5-((S)-2-(3-chlorobenzamido)-2-cyclohexylacetamido)-2-((R)-4-isopropyl-2-oxoimidazolidin-1-yl)-N-methyl-2,3-dihydro-1H-indene-2-carboxamide ClC=1C=C(C(=O)N[C@H](C(=O)NC=2C=C3CC(CC3=CC2)(C(=O)NC)N2C(N[C@@H](C2)C(C)C)=O)C2CCCCC2)C=CC1